NC(CC1=CC=C(CN(C2C(CCCC2)N(CC(=O)O)CC(=O)O)CC(=O)O)C=C1)=O 2,2'-((2-((4-(2-amino-2-oxoethyl)benzyl)(carboxymethyl)amino)cyclohexyl)azanediyl)diacetic acid